OCCN(C1=CC2=C(N(C(=N2)CCCC(=O)OC)C)C=C1)CCO methyl 5-[bis(2-hydroxyethyl) amino]-1-methyl-1H-benzimidazole-2-butanoate